CC1=C(C=C(C(=C1)[C@H](C(F)(F)F)C)C)C=1NC2=CC=C(C=C2C(C1)=O)F (R)-2-[2,5-dimethyl-4-(2,2,2-trifluoro-1-methyl-ethyl)phenyl]-6-fluoro-1H-quinolin-4-one